[Cl-].C(C)N(C(=O)C1=CN=C(S1)N1N=CN=C1[C@H](C)[NH3+])C [(1S)-1-[2-[5-[ethyl(methyl)carbamoyl]thiazol-2-yl]-1,2,4-triazol-3-yl]ethyl]ammonium chloride